1,4-dichloro-trans-2-butene ClC\C=C\CCl